C1(CC1)C1=CC(=NC=2N1N=C(N2)N2CCOCC2)C2=C(C=C(C=C2C)C(F)(F)F)O 2-(7-cyclopropyl-2-morpholino-[1,2,4]triazolo[1,5-a]pyrimidin-5-yl)-3-methyl-5-(trifluoromethyl)phenol